BrC/C=C/S(=O)(=O)CCN(C(OC(C)(C)C)=O)C tert-butyl N-[2-[(E)-3-bromoprop-1-enyl]sulfonylethyl]-N-methyl-carbamate